2-(4-(5-(2,6-diazaspiro[3.3]heptan-2-yl)-1H-benzo[d]imidazol-1-yl)phenyl)-N-(3-(tert-butyl)isoxazol-5-yl)acetamide C1N(CC12CNC2)C2=CC1=C(N(C=N1)C1=CC=C(C=C1)CC(=O)NC1=CC(=NO1)C(C)(C)C)C=C2